COC(C(=C)P(=O)(OC)OC)=O 2-(Dimethoxyphosphoryl)acrylic acid methyl ester